2-(4-(3-methyl-4-oxo-3,4-dihydrophthalazin-1-yl)phenyl)ethane-1-sulfonamide CN1N=C(C2=CC=CC=C2C1=O)C1=CC=C(C=C1)CCS(=O)(=O)N